C=C1C(NC(C(N1)=O)=CC=1N=CN(C1C(C)C)CCO)=O methylene-6-((5-(isopropyl)-1-(hydroxyethyl)-imidazol-4-yl)methylene)piperazine-2,5-dione